2-(N-morpholinyl)ethanesulfonic acid sodium salt [Na+].N1(CCOCC1)CCS(=O)(=O)[O-]